2-((2S)-1-acryloyl-4-(6-(1,2-dihydroacenaphthylen-1-yl)-2-((R)-1-(pyridin-4-yl)ethoxy)-6,7-dihydro-5H-pyrrolo[3,4-d]pyrimidin-4-yl)piperazin-2-yl)acetonitrile C(C=C)(=O)N1[C@H](CN(CC1)C=1C2=C(N=C(N1)O[C@H](C)C1=CC=NC=C1)CN(C2)C2CC1=CC=CC3=CC=CC2=C13)CC#N